(±)-(1S,2R,3R,5R)-2-fluoro-3-((6-(2-(methoxymethoxy)-4-(1-methyl-1H-pyrazol-4-yl)phenyl)-1,2,4-triazin-3-yl)(methyl)amino)-9-azabicyclo[3.3.1]Nonane-9-carboxylic acid tert-butyl ester C(C)(C)(C)OC(=O)N1[C@@H]2[C@@H]([C@@H](C[C@H]1CCC2)N(C)C=2N=NC(=CN2)C2=C(C=C(C=C2)C=2C=NN(C2)C)OCOC)F |r|